CC(=O)N[C@@H]1[C@H]([C@@H]([C@H](O[C@H]1O)CO[C@H]2[C@@H]([C@H]([C@@H]([C@H](O2)CO)O)O[C@H]3[C@@H]([C@H]([C@@H]([C@H](O3)C(=O)O)O)O)O)NC(=O)C)O)O[C@H]4[C@@H]([C@H]([C@@H]([C@H](O4)C(=O)O)O)O)O The molecule is a dimeric branched amino tetrasaccharide consisting of beta-D-glucuronosyl-(1->3)-N-acetyl-beta-D-glucosamine having a further beta-D-glucuronosyl-(1->3)-N-acetyl-beta-D-glucosaminyl moiety attached at the 6-position of the glucosamine. It is an amino tetrasaccharide and a glucosamine oligosaccharide.